5-((5-chloro-2-(3,3-difluoro-8-azabicyclo[3.2.1]oct-8-yl)pyrimidin-4-yl)amino)-3-(3-hydroxy-3-methylbutyl)-1-methyl-1,3-dihydro-2H-benzo[d]imidazol-2-one ClC=1C(=NC(=NC1)N1C2CC(CC1CC2)(F)F)NC2=CC1=C(N(C(N1CCC(C)(C)O)=O)C)C=C2